fluoro-chloropinacol FC(C(O)(C)C(C)(C)O)Cl